3-({3-[(2S)-2-(4-chlorophenyl)-2-hydroxyethyl]-1,2,4-oxadiazol-5-yl}methyl)-5-methyl-1-[1-(tetrahydropyran-2-yl)pyrazol-4-yl]pyrimidine-2,4-dione ClC1=CC=C(C=C1)[C@H](CC1=NOC(=N1)CN1C(N(C=C(C1=O)C)C=1C=NN(C1)C1OCCCC1)=O)O